FC=1C=C(C=CC1F)C=1SC=C(N1)COCCCCCCN1C[C@@H]([C@H]([C@@H]([C@H](C1)O)O)O)O (3S,4R,5R,6S)-1-(6-{[2-(3,4-difluorophenyl)-1,3-thiazol-4-yl]methoxy}hexyl)-3,4,5,6-azepanetetrol